C(#N)C1=NC2=CC(=CC(=C2N=C1N(CC1CC=2N(CC1)C=CN2)C)[C@@H](C)NC2=C(C(=O)O)C=CC=C2)C 2-(((1R)-1-(2-cyano-7-methyl-3-(methyl((5,6,7,8-tetrahydroimidazo[1,2-a]pyridin-7-yl)methyl)amino)quinoxalin-5-yl)ethyl)amino)benzoic acid